C(C#C)N1C=CS(C=C1)(=O)=O 4-(prop-2-ynyl)-1λ6-1,4-thiazine-1,1-dione